BrC=1C=C(C=CC1)[C@](CO)(C)NC(=O)C=1OC=C(N1)C1=NC(=NC=C1C)NC1=CC=NN1C (S)-N-(2-(3-bromophenyl)-1-hydroxypropan-2-yl)-4-(5-methyl-2-((1-methyl-1H-pyrazol-5-yl)amino)pyrimidin-4-yl)oxazole-2-carboxamide